2-butyl-1-(4-((pentylamino)methyl)benzyl)-1H-imidazo[4,5-c]quinolin-4-amine C(CCC)C=1N(C2=C(C(=NC=3C=CC=CC23)N)N1)CC1=CC=C(C=C1)CNCCCCC